FC1=C(C(=CC=C1)C)C1CCC(CC1)C=1C(N(C2=NC(=CC=C2C1)C)CC1=NC=CN=C1OCC(F)(F)F)=O 3-((1r,4r)-4-(2-fluoro-6-methylphenyl)cyclohexyl)-7-methyl-1-((3-(2,2,2-trifluoroethoxy)pyrazin-2-yl)methyl)-1,8-naphthyridin-2(1H)-one